N-(5-bromo-4-fluoro-2-((3R,5S)-3,4,5-trimethylpiperazin-1-yl)phenyl)-4-(trifluoromethyl)-6-(2-(trimethylsilyl)ethoxy)nicotinamide BrC=1C(=CC(=C(C1)NC(C1=CN=C(C=C1C(F)(F)F)OCC[Si](C)(C)C)=O)N1C[C@H](N([C@H](C1)C)C)C)F